S1C=C(C=C1)CC(=O)CC1=CSC=C1 1,3-bis(3-thienyl)acetone